C(C)(C)(C)OC(=O)N1CCC(CC1)N1C(NC2=C1C=CC=C2NCCC)=O 4-[2-oxo-4-(propylamino)-3H-benzimidazol-1-yl]piperidine-1-carboxylic acid tert-butyl ester